N-p-Coumaroylputrescine C(\C=C\C1=CC=C(C=C1)O)(=O)NCCCCN